Triethylsilyl-Octadecanethiol C(C)[Si](CC)(CC)C(CCCCCCCCCCCCCCCCC)S